3-Amino-7-(2-fluoro-6-methyl-phenyl)-N-(4-piperidyl)isoquinoline-5-carboxamide NC=1N=CC=2C=C(C=C(C2C1)C(=O)NC1CCNCC1)C1=C(C=CC=C1C)F